N-(2-(indoline-1-carbonyl)phenyl)-3-(trifluoromethyl)benzenesulfonamide N1(CCC2=CC=CC=C12)C(=O)C1=C(C=CC=C1)NS(=O)(=O)C1=CC(=CC=C1)C(F)(F)F